F[C@H]1[C@@H](CNC1)N(C(OC(C)(C)C)=O)C tert-butyl N-[(3R,4R)-4-fluoropyrrolidin-3-yl]-N-methyl-carbamate